BrC1=C(C=C2C(=NC(=NC2=C1F)OC[C@H]1N(CCC1)C)N1CCC(CCC1)O)Cl 1-[7-bromo-6-chloro-8-fluoro-2-[[(2S)-1-methylpyrrolidin-2-yl]methoxy]quinazolin-4-yl]azepan-4-ol